N1=C(C=NC=C1)C1=NN=C(O1)C(=O)N1[C@@H](C2=C(CC1)NC=N2)C2=NN1C(C=CC=C1)=C2 (S)-(5-(pyrazin-2-yl)-1,3,4-oxadiazol-2-yl)(4-(pyrazolo[1,5-a]pyridin-2-yl)-6,7-dihydro-1H-imidazo[4,5-c]pyridin-5(4H)-yl)methanone